7-Hydroxy-heneicosanoic acid OC(CCCCCC(=O)O)CCCCCCCCCCCCCC